C(C1=CC=CC=C1)NC1=NC=NN2C1=CC=C2C2OC(C(C2O)O)CO 2-[4-(benzylamino)pyrrolo[2,1-f][1,2,4]triazin-7-yl]-5-(hydroxymethyl)oxolane-3,4-diol